L-pyroglutamyl-L-1-aminoethyltetrazole N1[C@@H](CCC1=O)C(=O)CC(N)C1=NN=NN1